(2s,4s)-4-hydroxypyrrolidine-2-carboxylic acid [8-(1-octylnonyloxy)-8-oxo-octyl] ester C(CCCCCCC)C(CCCCCCCC)OC(CCCCCCCOC(=O)[C@H]1NC[C@H](C1)O)=O